ClC=1C=C2C=NN(C2=C(C1)C(=O)N)CC1=NC=C(C=C1)C1=CC(=C(C=C1)F)OC 5-chloro-1-((5-(4-fluoro-3-methoxyphenyl)pyridin-2-yl)methyl)-1H-indazole-7-carboxamide